CN1N=C(C=C1)NC(CC1=CC=C(C=C1)C1=C2C(=NC(=C1)NC(=O)C1CC1)NC=C2)=O N-(4-(4-(2-((1-methyl-1H-pyrazol-3-yl)amino)-2-oxoethyl)phenyl)-1H-pyrrolo[2,3-b]pyridin-6-yl)cyclopropylcarboxamide